OC[C@@H](CC)S(=O)(=O)N(CC1=CC=C(C=C1)OC)CC1=CC=C(C=C1)OC (R)-1-HYDROXY-N,N-BIS(4-METHOXYBENZYL)BUTANE-2-SULFONAMIDE